(E)-6-((tert-Butyldimethylsilyl)oxy)-2-(2-(2-methyl-2H-indazol-5-yl)vinyl)benzo[d]thiazole [Si](C)(C)(C(C)(C)C)OC1=CC2=C(N=C(S2)\C=C\C2=CC3=CN(N=C3C=C2)C)C=C1